FC(C1(COC1)NS(=O)(=O)C=1C=C2C(N(C(N(C2=CC1)CC)=O)CC)=O)F N-(3-(difluoromethyl)oxetan-3-yl)-1,3-diethyl-2,4-dioxo-1,2,3,4-tetrahydroquinazoline-6-sulfonamide